CC1=CC=CC(=N1)C1=NC(=C2N=CNC2=N1)O 2-(6-methylpyridin-2-yl)-9H-purin-6-ol